7-[(1-methylindazol-5-yl)amino]isoindolin-1-one 7-[(1-Methylindazol-5-yl)amino]-1-oxo-isoindoline-2-carboxylate CN1N=CC2=CC(=CC=C12)NC=1C=CC=C2CN(C(C12)=O)C(=O)O.CN1N=CC2=CC(=CC=C12)NC=1C=CC=C2CNC(C12)=O